C(C1=CC=CC=C1)N(C(C)=O)C1CCC(CC1)C[C@@H]1CC[C@@H](N1C(=O)OC(C)(C)C)C(=O)OC 1-(tert-Butyl) 2-methyl (2R,5S)-5-(((1s,4R)-4-(N-benzylacetamido)cyclohexyl)-methyl)pyrrolidine-1,2-dicarboxylate